4-(6-methyl-2-pyridinyl)pyrazole-3-carboxylic acid CC1=CC=CC(=N1)C=1C(=NNC1)C(=O)O